N,N-bisMethyl-ethylamine hydrochloride Cl.CN(C)CC